FC(C1CCC(CC1)C1=CC=C(C=C1)NC1CCC(CC1)N)(F)F N1-(4-(4-(trifluoromethyl)cyclohexyl)phenyl)cyclohexane-1,4-diamine